3-chlorophenyl-6-(9,9-dimethyl-9H-fluoren-2-yl)pyrimidine ClC=1C=C(C=CC1)C1=NC(=CC=N1)C1=CC=2C(C3=CC=CC=C3C2C=C1)(C)C